CC(C(=O)OC(C)(C)C)C(CC)=O tert-Butyl 2-methyl-3-oxopentanoate